ethyl 2-(3-bromo-5-oxo-4,5-dihydro-1H-1,2,4-triazol-4-yl)acetate BrC1=NNC(N1CC(=O)OCC)=O